5-(2-amino-propyl)benzofuran methyl-2-((1-(tert-butoxycarbonyl)pyrrolidin-3-yl)oxy)-4,6-dichloronicotinate COC(C1=C(N=C(C=C1Cl)Cl)OC1CN(CC1)C(=O)OC(C)(C)C)=O.NC(CC=1C=CC2=C(C=CO2)C1)C